FC(C1=CC=C(C=C1)C1=CN=C(C2=NC=CN=C21)N[C@@H]2CCNC(C21CC1)=O)(F)F (R)-8-((8-(4-(trifluoromethyl)phenyl)pyrido[3,4-b]pyrazin-5-yl)amino)-5-azaspiro[2.5]octan-4-one